N-(9-((2R,3R,4S,5R)-3,4-Dihydroxy-5-((naphthalene-2-sulfonamido)methyl)tetrahydrofuran-2-yl)-9H-purin-6-yl)acetamide O[C@H]1[C@@H](O[C@@H]([C@H]1O)CNS(=O)(=O)C1=CC2=CC=CC=C2C=C1)N1C2=NC=NC(=C2N=C1)NC(C)=O